N=C1C=CC=2C(C=CC3=CC=4C=CC5=C(C4OC23)C=CC(=C5)N)=C1 3-imino-3H-dibenzo[c,h]xanthen-11-amine